(2R,4aR)-11-chloro-9-fluoro-10-(2-fluoro-6-hydroxyphenyl)-2,6-dimethyl-3-propionyl-2,3,4,4a-tetrahydro-1H-pyrazino[1',2':4,5]pyrazino[2,3-c]quinolin-5(6H)-one ClC1=CC=2C3=C(C=NC2C(=C1C1=C(C=CC=C1O)F)F)N(C([C@@H]1N3C[C@H](N(C1)C(CC)=O)C)=O)C